C1(CCCC1)C1=C(C=NC=2N1N=CC2)NC(=O)NC=2C=C(C=NC2)C 5-({[(7-Cyclopentylpyrazolo[1,5-a]pyrimidin-6-yl)amino]carbonyl}amino)-3-methylpyridine